(propan-2-yl)pyrimidin-2-amine CC(C)C1=NC(=NC=C1)N